(2-cyclopropylphenyl)-3-(trifluoromethyl)-2,3-dihydrospiro[indene-1,3'-pyrrolidin]-3-ol C1(CC1)C1=C(C=CC=C1)N1CC2(CC1)CC(C1=CC=CC=C12)(O)C(F)(F)F